C=COCCOCCSCCOCCOC=C 3,6,12,15-tetraoxa-9-thiaheptadeca-1,16-diene